Cl.NC(C(=O)OC)CC1C(NC2(C1)CCN(CC2)S(=O)(=O)C)=O methyl 2-amino-3-(8-(methylsulfonyl)-2-oxo-1,8-diazaspiro[4.5]decan-3-yl)propanoate hydrochloride